(2s,4s)-1-(5-(5-fluoro-2-methoxypyridin-4-yl)-1H-pyrazole-3-carbonyl)-N-((1r,4S)-4-hydroxy-4-(trifluoromethyl)cyclohexyl)-2-(trifluoromethyl)piperidine-4-carboxamide FC=1C(=CC(=NC1)OC)C1=CC(=NN1)C(=O)N1[C@@H](C[C@H](CC1)C(=O)NC1CCC(CC1)(C(F)(F)F)O)C(F)(F)F